O1-benzyl O3-tert-butyl propanedioate C(CC(=O)OC(C)(C)C)(=O)OCC1=CC=CC=C1